BrC=1C=NC(=NC1)N[C@H]1CN(CC1)C1=NC=CC2=CC(=CC=C12)NC(C#CC)=O (R)-N-(1-(3-((5-bromopyrimidin-2-yl)amino)pyrrolidin-1-yl)isoquinolin-6-yl)but-2-ynamide